4-(4-(methylthio)phenyl)-3-phenylfuran-2(5H)-one CSC1=CC=C(C=C1)C1=C(C(OC1)=O)C1=CC=CC=C1